C(CCCCCCC(=O)O)(=S)O thiosuberic acid